(4-ethoxypiperidin-1-yl)-5-(trifluoromethyl)aniline C(C)OC1CCN(CC1)NC1=CC=CC(=C1)C(F)(F)F